C1N(CC12CCNCC2)CC2=CC=C(C=C2)N2C(=NC=1C2=NC(=CC1)C1=CC=CC=C1)C=1C(=NC=CC1)N 3-(3-(4-((2,7-Diazaspiro[3.5]nonan-2-yl)methyl)phenyl)-5-phenyl-3H-imidazo[4,5-b]pyridin-2-yl)pyridin-2-amine